Diethyltin bis(isooctylmaleate) C(CCCCC(C)C)/C(/C(=O)[O-])=C/C(=O)[O-].C(CCCCC(C)C)/C(/C(=O)[O-])=C/C(=O)[O-].C(C)[Sn+4]CC